C(C)(C)(C)OC(=O)SC1=NC=CC=N1 2-(tert-butoxycarbonylthio)pyrimidine